N1(N=NN=C1)C[C@H](C)OC1=C(C#N)C=CC(=C1)C=1C=NC(=NC1)NC=1C(=NN(C1)C1CCC(CC1)N1CCOCC1)OCCOCCOCCOC 2-(((S)-1-(1H-tetrazol-1-yl)propan-2-yl)oxy)-4-(2-((3-(2-(2-(2-methoxyethoxy)ethoxy)ethoxy)-1-((1r,4r)-4-morpholinocyclohexyl)-1H-pyrazol-4-yl)amino)pyrimidin-5-yl)benzonitrile